tert-butyl (S)-2-(4-(4-(4-(hydroxyamino)but-1-yn-1-yl)phenyl)-2,3,9-trimethyl-6H-thieno[3,2-f][1,2,4]triazolo[4,3-a][1,4]diazepin-6-yl)acetate ONCCC#CC1=CC=C(C=C1)C1=N[C@H](C=2N(C3=C1C(=C(S3)C)C)C(=NN2)C)CC(=O)OC(C)(C)C